Methyl 3-chloro-6-(6-chloro-2,2-difluorobenzo[d][1,3]dioxol-5-yl)picolinate ClC=1C(=NC(=CC1)C1=CC2=C(OC(O2)(F)F)C=C1Cl)C(=O)OC